ethyl racemic-4-cyano-3-hydroxybutyrate C(#N)C[C@H](CC(=O)OCC)O |r|